ClC1=CC(=CC=2OC3=C(C21)C=CC(=C3)F)C3=CC=CC=C3 1-chloro-7-fluoro-3-phenyldibenzo[b,d]furan